(4R)-4-amino-1-[4-[4-[4-[(4-aminocyclohexyl)-difluoro-methyl]-6-methyl-pyrimidin-2-yl]piperazin-1-yl]sulfonylphenyl]pyrrolidin-2-one N[C@@H]1CC(N(C1)C1=CC=C(C=C1)S(=O)(=O)N1CCN(CC1)C1=NC(=CC(=N1)C(F)(F)C1CCC(CC1)N)C)=O